NCC1=C(C(=CC(=C1)Cl)Cl)SC1=C(C=O)C=CC=C1 2-[2-(aminomethyl)-4,6-dichloro-phenyl]sulfanyl-benzaldehyde